C(C)(C)(C)[S@@](=O)N[C@@H](C)C1=C(C=2N=C(N=C(C2S1)N(C(OC(C)(C)C)=O)CC=1OC=CC1)C1=CC=CC=C1)C1=CC=CC=C1 tert-butyl (6-((S)-1-(((R)-tert-butylsulfinyl)amino)ethyl)-2,7-diphenylthieno[3,2-d]pyrimidin-4-yl)(furan-2-ylmethyl)carbamate